(S)-7-amino-2-cyclopropyl-9-methyl-6,7-dihydrooxazolo[5',4':4,5]benzo[1,2-b][1,4]Oxazepin-8(9H)-one N[C@@H]1C(N(C2=C(OC1)C=C1C(=C2)OC(=N1)C1CC1)C)=O